COC1=CC=C(C=C1)C1=CC=NC(N1)=O 6-(4-methoxyphenyl)-1,2-dihydropyrimidin-2-one